dimethyl-(2,4,6-trimethylbenzyl)sulfonium triflate [O-]S(=O)(=O)C(F)(F)F.C[S+](CC1=C(C=C(C=C1C)C)C)C